((2-methoxyethyl)amino)-5-(2-(trifluoromethyl)phenyl)-4H-benzo[e][1,2,4]thiadiazine 1,1-dioxide COCCNC1=NS(C2=C(N1)C(=CC=C2)C2=C(C=CC=C2)C(F)(F)F)(=O)=O